C(C)(C)(C)OC(=O)N1C[C@@H]([C@@H](C1)F)NC1=CC2=C(N(C=N2)N2CC=CC(=C2C2(C=C(N=N2)C#N)C)C(C)=O)C=C1F (3s,4r)-3-[[1-[5-acetyl-6-(3-cyano-5-methyl-pyrazol-5-yl)-1-pyridinyl]-6-fluoro-benzoimidazol-5-yl]amino]-4-fluoro-pyrrolidine-carboxylic acid tert-butyl ester